C(CCCCCCCCCCC)[N+](CCCS(=O)(=O)[O-])(C)C 3-(Dodecyldimethylammonio)propanesulfonate